[Br-].C(C)[N+]1=C(C=CC=C1)C 1-ethyl-2-methyl-pyridinium bromide